OCCOC1=NC=CC(=C1)NC(O[C@@H](COC1=C(C=C2C(=N1)SC(=N2)C2=C1N=CC(=NC1=CC(=C2)C)OC)F)C)=O (R)-1-((6-fluoro-2-(2-methoxy-7-methylquinoxalin-5-yl)thiazolo[5,4-b]pyridin-5-yl)oxy)propan-2-yl (2-(2-hydroxyethoxy)pyridin-4-yl)carbamate